ClC=1C=CC(=NC1)C(F)(F)F 5-chloro-2-(trifluoromethyl)pyridine